ClC1NCCC2=CC=CC(=C12)OC chloro-8-methoxy-1,2,3,4-tetrahydroisoquinoline